CN(C/C=C/C(=O)N1CC2=C(C(C1)C1=C(C(=NC=C1)F)C=1C(=NN(C1)CC)C(F)(F)F)C=C(S2)C#N)C (E)-6-(4-(Dimethylamino)but-2-enoyl)-4-(3-(1-ethyl-3-(trifluoromethyl)-1H-pyrazol-4-yl)-2-fluoropyridin-4-yl)-4,5,6,7-tetrahydrothieno[2,3-c]pyridine-2-carbonitrile